OC1CC2=CC=C(C=C2C1)C=1CCN(CC1)C(=O)OC(C)(C)C tert-butyl 4-(2-hydroxy-2,3-dihydro-1H-inden-5-yl)-3,6-dihydropyridine-1(2H)-carboxylate